CC([C@@H](C(N1[C@@H](CCC1)C(=O)N1CCCC2=CC=CC=C12)=O)NC(/C=C(\C)/C1=CC=C(C=C1)C(F)(F)P(O)(O)=O)=O)(C)C ((4-((E)-4-(((S)-3,3-dimethyl-1-oxo-1-((S)-2-(1,2,3,4-tetrahydroquinoline-1-carbonyl)pyrrolidin-1-yl)butan-2-yl)amino)-4-oxobut-2-en-2-yl)phenyl)difluoromethyl)phosphonic acid